6-oxo-2,5-diazaspiro[3.4]octane-2-carboxylic acid 4-nitrophenyl ester [N+](=O)([O-])C1=CC=C(C=C1)OC(=O)N1CC2(C1)NC(CC2)=O